NC=1C=C(OC2=C(OC3=CC(=CC=C3)OC3=C(C=C(C=C3)C)OC3=CC(=CC=C3)N)C=CC(=C2)C)C=CC1 1,3-bis(2-(3-aminophenoxy)-4-methylphenoxy)benzene